C(C1=CC=CC=C1)OC=1C=CC(=NC1F)[C@H](CN1C[C@H]2[C@@](C1)([C@@H]([C@@H](C2)OC2=CC=CC=C2)O)O)O (3aR,4R,5R,6aS)-2-((S)-2-(5-(benzyloxy)-6-fluoropyridin-2-yl)-2-hydroxyethyl)-5-phenoxyhexahydrocyclopenta[c]pyrrole-3a,4(1H)-diol